[N+](=O)([O-])C1=C(C=CC=C1)NC1CCOCC1 N-(2-Nitrophenyl)tetrahydro-2H-pyran-4-amine